racemic-1-benzyl-1,2,3,4,5,6,7,8-octahydroisoquinoline C(C1=CC=CC=C1)[C@H]1NCCC=2CCCCC12 |r|